ClC=1C=C(C(=NC1)OC)CN1N=CC(=C1)NC(=O)[C@H](C(C1CC1)C1CC1)NC(=O)C=1N(N=CC1)C(C)C N-[(1S)-1-[[1-[(5-chloro-2-methoxy-3-pyridyl)methyl]pyrazol-4-yl]carbamoyl]-2,2-dicyclopropyl-ethyl]-2-isopropyl-pyrazole-3-carboxamide